C1CC[C@H]([C@@H](C1)N)N (1R,2R)-(-)-1,2-Diaminocyclohexane